BrC1=C(C=C(C=C1)C(F)(F)F)S(=O)C 1-bromo-2-methylsulfinyl-4-(trifluoromethyl)benzene